COC([C@H](CC1=CC=C(C=C1)Br)NC(=O)OC(C)(C)C)=O (S)-3-(4-bromo-phenyl)-2-tert-butoxycarbonylamino-propionic acid methyl ester